(4-amino-7-fluoroimidazo[1,5-a]quinoxalin-8-yl)(3-methyl-7-(trifluoromethyl)-2,3,9,9a-tetrahydroindeno[2,1-b][1,4]oxazin-4(4aH)-yl)methanone NC=1C=2N(C3=CC(=C(C=C3N1)F)C(=O)N1C3C(OCC1C)CC=1C=C(C=CC13)C(F)(F)F)C=NC2